C1(CC1)CC1(CCC2(OCCO2)CC1)CO [8-(cyclopropylmethyl)-1,4-dioxaspiro[4.5]decan-8-yl]methanol